C(CC)OC(=O)C1(CCC(CC1)=O)N n-propyl-1-amino-4-oxocyclohexanecarboxylate